COCC=1C(NC(NC1)=O)=O 5-methoxymethyluracil